N2-((1R,2R)-2-AMINOCYCLOHEXYL)-N6-(3-CHLOROPHENYL)-9-ISOPROPYL-9H-PURINE-2,6-DIAMINE N[C@H]1[C@@H](CCCC1)NC1=NC(=C2N=CN(C2=N1)C(C)C)NC1=CC(=CC=C1)Cl